diethyl 1-methylimidazole-4,5-dicarboxylate CN1C=NC(=C1C(=O)OCC)C(=O)OCC